7-[(4aS,7aS)-1,2,3,4,4a,5,7,7a-octahydropyrrolo[3,4-b]pyridin-6-yl]-1-cyclopropyl-6-fluoro-8-methoxy-4-oxoquinoline-3-carboxylic acid N1[C@H]2[C@@H](CCC1)CN(C2)C2=C(C=C1C(C(=CN(C1=C2OC)C2CC2)C(=O)O)=O)F